1,1-bis(bromomethyl)cyclobutane BrCC1(CCC1)CBr